1-(4-fluorophenyl)-2,3,4,5-tetrahydro-1H-benzo[d]azepin-1-ol FC1=CC=C(C=C1)C1(CNCCC2=C1C=CC=C2)O